1-(3-(benzo[d]oxazol-2-yl)phenyl)-3-(3-(2-methoxyethyl)-4-oxo-3,4-dihydroquinazolin-6-yl)urea O1C(=NC2=C1C=CC=C2)C=2C=C(C=CC2)NC(=O)NC=2C=C1C(N(C=NC1=CC2)CCOC)=O